2-(4-fluoro-3-methylphenoxy)-N-phenyl-N-(thiophen-2-ylmethyl)acetamide FC1=C(C=C(OCC(=O)N(CC=2SC=CC2)C2=CC=CC=C2)C=C1)C